BrC=1C=C(C=CC1)NC(=O)NCCCl 1-(3-Bromophenyl)-3-(2-chloroethyl)urea